OC1=C(C(=O)O)C=CC(=C1)NS(=O)(=O)C1=C(C(=C(C(=C1C)C)C)C)C 2-hydroxy-4-(2,3,4,5,6-pentamethylphenylsulfonamido)benzoic acid